3-(2-methyl-1,3-dioxan-2-yl)propan-1-amine CC1(OCCCO1)CCCN